O=C1C2=C(N=C(N1)C1C(CC1)C1=NC=CC=N1)N(N=C2C#N)C(C)C2=CC(=CC=C2)C(F)(F)F 4-oxo-6-[2-pyrimidin-2-ylcyclobutyl]-1-{1-[3-(trifluoromethyl)phenyl]ethyl}-4,5-dihydro-1H-pyrazolo[3,4-d]pyrimidine-3-carbonitrile